C(OC[C@H]1[C@@H](C1)C=1N=NN(C1)C12CC(C1)(C2)NC(=O)[C@@H]2OC1=C([C@@H](C2)O)C=C(C=C1)Cl)(OCC)=O |&1:3,4| {(1RS,2RS)-2-[1-(3-{[(2R,4R)-6-chloro-4-hydroxy-3,4-dihydro-2H-1-benzopyran-2-carbonyl]amino}bicyclo[1.1.1]pentan-1-yl)-1H-1,2,3-triazol-4-yl]cyclopropyl}methyl ethyl carbonate